BrC=1C=C(C=CC1)C1=NN=C(O1)NC(C1=CC(=CC(=C1)C(F)(F)F)F)=O N-(5-(3-Bromophenyl)-1,3,4-oxadiazol-2-yl)-3-fluoro-5-(trifluoromethyl)benzamide